N=1C=NN2C1C=C(C=C2)C2=CNC1=NC=C(C=C12)C(=O)NC1CCN(CC1)C 3-([1,2,4]triazolo[1,5-a]pyridin-7-yl)-N-(1-methylpiperidin-4-yl)-1H-pyrrolo[2,3-b]pyridine-5-carboxamide